FC(C1=NC(=NC=C1C1=NC(=NC(=N1)N1[C@H](COCC1)C)N1CCNCC1)N)F (S)-4-(difluoromethyl)-5-(4-(3-methylmorpholino)-6-(piperazin-1-yl)-1,3,5-triazin-2-yl)pyrimidin-2-amine